4-(((3R,4R)-1-(2-cyanoacetyl)-4-methylpiperidin-3-yl)amino)-1H-pyrrolo[2,3-b]pyridine-5-carboxylic acid 2-methoxyethyl ester COCCOC(=O)C=1C(=C2C(=NC1)NC=C2)N[C@H]2CN(CC[C@H]2C)C(CC#N)=O